O=C1NC(CCC1N1C(C2=CC=CC(=C2C1=O)NC=1C=C2C=NN(C2=CC1C1=CC(=NC=C1)C)C1CCOCC1)=O)=O 2-(2,6-dioxo-3-piperidinyl)-4-[[6-(2-methyl-4-pyridinyl)-1-tetrahydropyran-4-yl-indazol-5-yl]amino]isoindoline-1,3-dione